C(C1=CC=CC=C1)N1[C@@H](COCCC1)CN(C(OC(C)(C)C)=O)C tert-butyl (R)-((4-benzyl-1,4-oxazepan-3-yl)methyl)(methyl)carbamate